ClC1=NC=C(C(=N1)NC1=C(C=CC=C1[N+](=O)[O-])F)Cl 2,5-dichloro-N-(2-fluoro-6-nitrophenyl)pyrimidin-4-amine